4-chloro-2-fluorophenyl-3-phenylprop-2-yn-1-one ClC1=CC(=C(C=C1)C(C#CC1=CC=CC=C1)=O)F